O[C@@H]1C[C@H](N(C1)C([C@H](C(C)(C)C)NC(CCCCCCNC(OC(C)(C)C)=O)=O)=O)C(NCC1=CC=C(C=C1)C1=C(N=CS1)C)=O tert-butyl (7-(((S)-1-((2S,4R)-4-hydroxy-2-((4-(4-methylthiazol-5-yl)benzyl)carbamoyl)pyrrolidin-1-yl)-3,3-dimethyl-1-oxobutan-2-yl)amino)-7-oxoheptyl)carbamate